tris-decyl benzene-1,2,4-tricarboxylate C=1(C(=CC(=CC1)C(=O)OCCCCCCCCCC)C(=O)OCCCCCCCCCC)C(=O)OCCCCCCCCCC